C(C)(=O)O.C=CCC 1-butene acetate